C(#N)C=1C=CC(=C2C=CC=NC12)N1CC2(CC2(C1)C)C(=O)NC1CCN(CC1)C 3-(8-cyanoquinolin-5-yl)-5-methyl-N-(1-methylpiperidin-4-yl)-3-azabicyclo[3.1.0]hexane-1-carboxamide